(R)-6-((1-(2-hydroxyethyl)piperidin-3-yl)amino)-3-(1-hydroxynaphthalen-2-yl)-4-methyl-1,2,4-triazin-5(4H)-one OCCN1C[C@@H](CCC1)NC=1C(N(C(=NN1)C1=C(C2=CC=CC=C2C=C1)O)C)=O